2-(1H-benzo[d]imidazol-4-yl)-5-methyl-2,5-diazabicyclo[2.2.2]octane N1C=NC2=C1C=CC=C2N2C1CN(C(C2)CC1)C